nickel naphthalate C1(=CC=CC2=CC=CC=C12)C(=O)[O-].[Ni+2].C1(=CC=CC2=CC=CC=C12)C(=O)[O-]